BrC=1C(=C(C=CC1)C(O)C1=C(C=CC=C1)C(OCC)OCC)F (3-bromo-2-fluorophenyl)[2-(diethoxymethyl)phenyl]methanol